(1s,4s)-4-((5-(1-(Difluoromethyl)-1H-pyrazol-3-yl)-2-((2-(1-((tetrahydrofuran-3-yl)sulfonyl)-1H-pyrazol-4-yl)pyrimidin-4-yl)amino)pyridin-4-yl)amino)-1-methylcyclohexan-1-ol FC(N1N=C(C=C1)C=1C(=CC(=NC1)NC1=NC(=NC=C1)C=1C=NN(C1)S(=O)(=O)C1COCC1)NC1CCC(CC1)(O)C)F